N-benzyl-7-(4-bromo-3-chloro-benzoyl)-2-(3-methoxyphenyl)-3-oxo-6,8-dihydro-5H-imidazo[1,5-a]pyrazine-1-carboxamide C(C1=CC=CC=C1)NC(=O)C=1N(C(N2C1CN(CC2)C(C2=CC(=C(C=C2)Br)Cl)=O)=O)C2=CC(=CC=C2)OC